(2S)-1-(tert-butoxycarbonyl)-2-methylazetidine-2-carboxylic acid C(C)(C)(C)OC(=O)N1[C@@](CC1)(C(=O)O)C